(S)-3-(3'-chloro-6-methoxybiphenyl-3-yl)-3-(3-(4-hydroxy-1-methyl-2-oxo-1,2-dihydropyridin-3-yl)ureido)propionic acid ClC=1C=C(C=CC1)C1=CC(=CC=C1OC)[C@H](CC(=O)O)NC(=O)NC=1C(N(C=CC1O)C)=O